2-chloro-N1-(5-chloro-3-methylpyridin-2-yl)-N1,5-dimethylbenzene-1,3-diamine ClC1=C(C=C(C=C1N)C)N(C)C1=NC=C(C=C1C)Cl